N-(1-((3,3-difluorocyclopentyl)methyl)-1H-indol-5-yl)acrylamide methyl-2,3,3-trifluoropropionate COC(C(C(F)F)F)=O.FC1(CC(CC1)CN1C=CC2=CC(=CC=C12)NC(C=C)=O)F